Cl.CN(CC\C=C/1\C(C=CC=2OCC3=C(CC21)C=CC=C3)C=O)C (Z)-l-1-(3-(dimethylamino)propylidene)-6,11-dihydrodibenzo[b,e]oxepine-2-carbaldehyde, hydrochloride